CC1=C(C=C(C=C1)C(C)C)O 2-methyl-5-(1-methylethyl)phenol